ClC1=CC=C(C=C1)N1CC(CC(=C1)C)=O 1-(4'-chlorophenyl)-5-methyl-3(1H)pyridone